2-Naphthalen-2-yl-N-(4-oxo-2-pyrrolidin-1-yl-4H-quinazolin-3-yl)-acetamide C1=C(C=CC2=CC=CC=C12)CC(=O)NN1C(=NC2=CC=CC=C2C1=O)N1CCCC1